benzyl 6-chloro-2-fluoro-3-(N-(propylsulfonyl) propylsulfonylamino)-benzoate ClC1=CC=C(C(=C1C(=O)OCC1=CC=CC=C1)F)NS(=O)(=O)CCCS(=O)(=O)CCC